(S)-N-(chroman-4-yl)-2-(piperazin-1-yl)benzo[d]thiazole-6-carboxamide O1CC[C@@H](C2=CC=CC=C12)NC(=O)C1=CC2=C(N=C(S2)N2CCNCC2)C=C1